FC=1C(=NC=CC1)C1=CN=C(S1)NC1=CC2=C(C=N1)N=CN2CCNC(=O)[C@H]2N(CC[C@@H]2O)C(C=C)=O (2S,3S)-N-[2-[6-[[5-(3-fluoro-2-pyridyl)thiazol-2-yl]amino]imidazo[4,5-c]pyridin-1-yl]ethyl]-3-hydroxy-1-prop-2-enoyl-pyrrolidine-2-carboxamide